N-[(15aS,16R)-17,17,20-trifluoro-7-methyl-1-oxo-1,2,15a,16,17,18-hexahydro-15H-4,8-(azeno)-10,14-(metheno)pyrrolo[1,2-j][1,7,4,10]dioxadiazacycloheptadecin-16-yl]ethanesulfonamide FC1([C@@H]([C@H]2N(C(COC=3C=NC(=C(OC=4C=CC=C(C2)C4F)N3)C)=O)C1)NS(=O)(=O)CC)F